C(C=C)(=O)NC=1C(=CC(=C(C1)NC1=CC(=NC=N1)N1OCC[C@@H]1C=1C=C(C(=O)OC(C)C)C=CC1)OC)N1CCN(CC1)CCC isopropyl (R)-3-(2-(6-((5-acrylamido-2-methoxy-4-(4-propylpiperazin-1-yl)phenyl)amino)-pyrimidin-4-yl)-isoxazolidin-3-yl)-benzoate